tert-butyl (R)-2-(hydroxymethyl)-5,5-dimethylmorpholine-4-carboxylate OC[C@H]1CN(C(CO1)(C)C)C(=O)OC(C)(C)C